(Rac)-1,6-dimethyl-4-[4-(5-methyl-1,3-benzooxazol-2-yl)piperidin-1-yl]-2-oxo-7-[oxolan-3-yloxy]-1,2-dihydroquinoline-3-carbonitrile CN1C(C(=C(C2=CC(=C(C=C12)O[C@H]1COCC1)C)N1CCC(CC1)C=1OC2=C(N1)C=C(C=C2)C)C#N)=O |r|